NC=1C=C(C=C(C1)C(F)(F)F)[C@@H](C)NC1=NC(=NC2=CC3=C(C=C12)N(CC3)C=3C=NC=CC3)C (R)-N-{1-[3-amino-5-(trifluoromethyl)phenyl]ethyl}-2-methyl-6-(pyridin-3-yl)-7,8-dihydro-6H-pyrrolo[2,3-g]quinazolin-4-amine